ClC1=CC(=C(COC2=CC=CC(=N2)C2=CC(=C(CC3=NC4=C(N3C[C@H]3OCCC3)C=C(C=C4)C(=O)OC)C=C2)F)C=C1)F (S)-methyl 2-(4-(6-((4-chloro-2-fluorobenzyl) oxy) pyridin-2-yl)-2-fluorobenzyl)-1-((tetrahydrofuran-2-yl) methyl)-1H-benzo[d]imidazole-6-carboxylate